O[Pd]O dihydroxy-palladium